CC1=NN(C=C1C1=NN2C(=NC=3C(=CC=CC3C2=N1)C(F)(F)F)N[C@H]1C(NCCCC1)=O)C(C)C (3R)-3-({2-[3-methyl-1-(propan-2-yl)-1H-pyrazol-4-yl]-7-(trifluoromethyl)[1,2,4]triazolo[1,5-c]quinazolin-5-yl}amino)azepan-2-one